C(C)(C)(C)OC(=O)N1CC(C(CC1)C=1C=C2C(=C(N(C2=CC1)C(=O)OC(C)(C)C)C1=CC(=NC=C1)NC(=O)OC(C)(C)C)CC)F Tert-butyl 5-(1-(tert-butoxycarbonyl)-3-fluoropiperidin-4-yl)-2-(2-((tert-butoxycarbonyl) amino) pyridin-4-yl)-3-ethyl-1H-indole-1-carboxylate